Nα-CBZ-L-lysine p-nitrophenyl ester [N+](=O)([O-])C1=CC=C(C=C1)OC([C@@H](NC(=O)OCC1=CC=CC=C1)CCCCN)=O